C1(=CC=CC=C1)C1=CN=CC2=CC=CC=C12 4-Phenylisoquinoline